C(C1=CC=CC=C1)C=1C=2N(C=C(N1)C1=C(C=CC=C1)F)C(=C(N2)CC=2OC(=CC2)C)CC(=O)[O-] 8-Benzyl-6-(2-fluorophenyl)-2-((5-methylfuran-2-yl)methyl)imidazo[1,2-a]pyrazin-3-yl-acetat